OC1=CC=C2C(C(C(OC2=C1)(C)C)C1=CC=CC=C1)C1=CC=C(OCCCCCN2CCN(CC2)C=2C=C3CN(C(C3=CC2)=O)C2C(NC(CC2)=O)=O)C=C1 3-(5-(4-(5-(4-(7-hydroxy-2,2-dimethyl-3-phenylchroman-4-yl)phenoxy)pentyl)piperazin-1-yl)-1-oxoisoindolin-2-yl)piperidine-2,6-dione